3-(3,5-di-chloroanilino)-2,2-difluoro-3-oxo-propanoate ClC=1C=C(NC(C(C(=O)[O-])(F)F)=O)C=C(C1)Cl